6'-chlorospiro[cyclopropane-1,3'-indolin]-2'-one ClC1=CC=C2C3(C(NC2=C1)=O)CC3